5-isopentyl-1-isopropyl-3,3,5,7-tetramethyloctahydrobenzo[c]isoxazole C(CC(C)C)C1(CC2C(N(OC2(C)C)C(C)C)C(C1)C)C